BrC(C(=O)C1=CC=CC=C1)C1=CC=C(C=C1)Br 2-bromo-2-(4-bromophenyl)acetophenone